N,N'-[methylenebis(2-bromo-6-ethyl-4,1-phenylene)]bismaleimide C(C1=CC(=C(C(=C1)CC)N1C(C=CC1=O)=O)Br)C1=CC(=C(C(=C1)CC)N1C(C=CC1=O)=O)Br